COCCN(C(CNCCOC)=O)CC(N(CCC(=O)OCC1=CC=CC=C1)CCOC)=O benzyl 8,11-bis(2-methoxyethyl)-7,10-dioxo-2-oxa-5,8,11-triazatetradecane-14-oate